ClC1=NC=C(C=C1[N+](=O)[O-])[N+](=O)[O-] 2-chloro-3,5-dinitropyridin